CN1CCN(CC1)C1=CC=C(C=C1)NC(=O)C1=NC=CC2=C1NC1=CC=CC=C21 N-(4-(4-methylpiperazin-1-yl)phenyl)-9H-pyrido[3,4-b]indole-1-carboxamide